C(CCCCCCC\C=C/CCCCCCCC)(=O)N1[C@@H](CCC1=O)C(=O)O (S)-1-Oleoyl-5-oxopyrrolidine-2-carboxylic acid